(3S,5R)-N,N-dibenzyl-1-oxaspiro[2.5]Octane-5-amine C(C1=CC=CC=C1)N([C@H]1C[C@]2(CO2)CCC1)CC1=CC=CC=C1